Hydroxyphosphorus O[P]